(S)-(1-((4-((3-chlorobenzyl)oxy)benzyl)amino)-1-oxobut-2-yl)carbamic acid tert-butyl ester C(C)(C)(C)OC(N[C@H](C(=O)NCC1=CC=C(C=C1)OCC1=CC(=CC=C1)Cl)CC)=O